N-beta-maleimidopropylsuccinimide C1(C=CC(N1C(CN1C(CCC1=O)=O)C)=O)=O